5-butyl-5-ethyl-2-(2,4,6-tri-tert-butylphenoxy)-1,3,2-dioxa-phosphirane C(CCC)C1(C(C=C(C(OP2OO2)=C1C(C)(C)C)C(C)(C)C)C(C)(C)C)CC